N-(4-cyclopropylphenyl)-N-methylpyrrolidine-2-carboxamide C1(CC1)C1=CC=C(C=C1)N(C(=O)C1NCCC1)C